2,5-dimethylpiperidin-1-carboxylate CC1N(CC(CC1)C)C(=O)[O-]